OC[C@@H]1N([C@@H](CC1)C)C(=O)OC(C)(C)C tert-Butyl (2R,5R)-2-(hydroxymethyl)-5-methylpyrrolidine-1-carboxylate